p-butyl-anisole C(CCC)C1=CC=C(C=C1)OC